FC([C@@H](C1=CC=CC=C1)N(C(=O)OC1CC(C1)NC1=NC=NC(=C1)Cl)C1=C(N=NN1C)C1=NC=C(C=C1)NC(=O)OC(C)(C)C)F (1r,3r)-3-((6-chloropyrimidin-4-yl)amino)cyclobutanol (S)-2,2-difluoro-1-phenylethyl-(4-(5-((tert-butoxycarbonyl)amino)pyridin-2-yl)-1-methyl-1H-1,2,3-triazol-5-yl)carbamate